5-[4-[[(3,4-dimethoxy-2-pyridyl)amino]methyl]-2-fluoro-6-hydroxy-phenyl]-1,1-dioxo-1,2,5-thiadiazolidin-3-one COC=1C(=NC=CC1OC)NCC1=CC(=C(C(=C1)O)N1CC(NS1(=O)=O)=O)F